C(C)C1(C(C2=CC=C(C=C2C1)C1=COC=C1)NC(O[C@@H]1CN2CCC1CC2)=O)CC (S)-quinuclidin-3-yl (2,2-diethyl-5-(furan-3-yl)-2,3-dihydro-1H-inden-1-yl)carbamate